2-(6-Chloropyrimidin-4-yl)-5-methyl-1,3,4-oxadiazole ClC1=CC(=NC=N1)C=1OC(=NN1)C